C(CCC)OC(=O)N1CCC(CC1)C1=CC=CC=2O[C@@H](OC21)C2=C(C=C(C=C2)Cl)F.C(=O)(O)COC2CCCCCCC2 3-(carboxymethoxy)cyclooctane butyl-4-[(2S)-2-(4-chloro-2-fluorophenyl)-1,3-benzodioxol-4-yl]piperidine-1-carboxylate